2-(2,6-dioxopiperidin-3-yl)-5-((4-(7-fluoro-3-oxo-2,3-dihydro-4H-benzo[b][1,4]oxazin-4-yl)piperidin-1-yl)methyl)isoindoline-1,3-dione O=C1NC(CCC1N1C(C2=CC=C(C=C2C1=O)CN1CCC(CC1)N1C2=C(OCC1=O)C=C(C=C2)F)=O)=O